FC=1C=C(C=CC1F)C(=O)C(=O)C1=CC=CC=C1 3,4-difluorobenzil